CC1(OCC(O1)CNC(=O)C1=CN=C(S1)C=1C(=C2C(=NC1)NC=C2)NC2C[C@@H]1[C@@H](CN(C1)C([C@H](C)O)=O)C2)C N-((2,2-dimethyl-1,3-dioxolan-4-yl)methyl)-2-(4-(((3aR,5R,6aS)-2-((S)-2-hydroxypropanoyl)octahydrocyclopenta[c]pyrrol-5-yl)amino)-1H-pyrrolo[2,3-b]pyridin-5-yl)-thiazole-5-carboxamide